2-Benzylmethoxycarbonyl-7-chloroindeno[1,2-e][1,3,4]oxadiazine C(C1=CC=CC=C1)COC(=O)N1COC=2C(=N1)C1=CC=C(C=C1C2)Cl